5-amino-3-(1-cyano-2-(3,4,5-trimethoxyphenyl)vinyl)-1H-pyrazole-4-Carbonitrile NC1=C(C(=NN1)C(=CC1=CC(=C(C(=C1)OC)OC)OC)C#N)C#N